C(CC(=O)[O-])(=O)OC(C1=CC2=C(OCO2)C(=C1)OC)(C)C dimethyl-((7-methoxybenzo[d][1,3]dioxol-5-yl) methyl) malonate